C(C=C(C)C)OCC1=C(C(=O)[O-])C=CC=C1 2-(prenyloxymethyl)benzoate